2-(2-methylpyrazol-3-yl)pyridine-3-carbonitrile CN1N=CC=C1C1=NC=CC=C1C#N